(R)-1-(4-fluorophenyl)-2,2,2-trifluoroethan-1-amine hydrochloride Cl.FC1=CC=C(C=C1)[C@H](C(F)(F)F)N